L-cysteine trifluoroacetate FC(C(=O)O)(F)F.N[C@@H](CS)C(=O)O